COCC1C(C1)C1=CNC=2N=CC=C(C21)N[C@H]2CN[C@H](CC2)C 3-(2-(methoxymethyl)-cyclopropyl)-N-((3r,6s)-6-methylpiperidin-3-yl)-1H-pyrrolo[2,3-b]pyridin-4-amine